CN1CC(C1)N methyl-azetidin-3-amine